2-methylpropan-2-yl 9-[4-amino-3-(4-fluorophenyl)pyrazolo[1,5-a]-pyrazin-2-yl]-3-azaspiro[5.5]undec-8-ene-3-carboxylate NC=1C=2N(C=CN1)N=C(C2C2=CC=C(C=C2)F)C2=CCC1(CCN(CC1)C(=O)OC(C)(C)C)CC2